N[C@@H](CC1=CC=C(OCCOCCOCC[N+](C)(C)C)C=C1)C(=O)O (S)-2-(2-(2-(4-(2-amino-2-carboxyethyl)phenoxy)ethoxy)ethoxy)-N,N,N-trimethylethan-1-aminium